C(CCC\C(=C(/C\C(=C(/C\C(=C(/C\C(=C(/CCCCC)\[3H])\[3H])\[3H])\[3H])\[3H])\[3H])\[3H])\[3H])(=O)O [5,6,8,9,11,12,14,15-3H]-arachidonic acid